methyl (cis)-4-(4-(4-((4-chloro-5-(trifluoromethyl)pyrimidin-2-yl)amino)-3-methoxyphenyl)piperazin-1-yl)adamantan-1-carboxylate ClC1=NC(=NC=C1C(F)(F)F)NC1=C(C=C(C=C1)N1CCN(CC1)C1C2CC3(CC(CC1C3)C2)C(=O)OC)OC